NCCCCCC(=O)N[C@H](C(=O)N1[C@@H](C[C@H](C1)O)C(=O)NCC1=CC=C(C=C1)C1=C(N=CS1)C)C(C)(C)C (2S,4R)-1-((S)-2-(6-aminohexanamido)-3,3-dimethylbutanoyl)-4-hydroxy-N-(4-(4-methylthiazol-5-yl)benzyl)pyrrolidine-2-carboxamide